[4-[2-(2,2-dimethylpropyl)tetrazol-5-yl]-3-fluoro-phenyl]-[4-(5-methyloxazolo[4,5-b]pyridin-2-yl)piperazin-1-yl]methanone CC(CN1N=C(N=N1)C1=C(C=C(C=C1)C(=O)N1CCN(CC1)C=1OC=2C(=NC(=CC2)C)N1)F)(C)C